(1-(3-amino-6-(2-hydroxyphenyl)pyridazin-4-yl)-4-phenylpiperidin-4-yl)(4-aminopiperidin-1-yl)methanone, hydrochloride salt Cl.NC=1N=NC(=CC1N1CCC(CC1)(C1=CC=CC=C1)C(=O)N1CCC(CC1)N)C1=C(C=CC=C1)O